8-imino-2-(2-isopropylphenyl)-N,7-dimethyl-9-(4-(1-methyl-4-(trifluoromethyl)-1H-imidazol-2-yl)benzyl)-8,9-dihydro-7H-purine-6-carboxamide N=C1N(C2=NC(=NC(=C2N1C)C(=O)NC)C1=C(C=CC=C1)C(C)C)CC1=CC=C(C=C1)C=1N(C=C(N1)C(F)(F)F)C